2'-amino-N,N-dimethyl-5'-(1-((2-(trimethylsilyl)ethoxy)methyl)-1H-pyrazolo[3,4-d]pyrimidin-3-yl)-[2,3'-bipyridine]-5-carboxamide NC1=NC=C(C=C1C1=NC=C(C=C1)C(=O)N(C)C)C1=NN(C2=NC=NC=C21)COCC[Si](C)(C)C